NC=1C2=C(N=CN1)N(C=C2C2=CC=C(C=C2)C2CCN1N(C(C(=C12)C(=O)N)=O)C1=CC=CC=C1)C (4-(4-amino-7-methyl-7H-pyrrolo[2,3-d]pyrimidin-5-yl)phenyl)-2-oxo-1-phenyl-2,4,5,6-tetrahydro-1H-pyrrolo[1,2-b]pyrazole-3-carboxamide